(2R or S)-1,1-difluoro-1-{2-fluoro-3-[(1R)-1-{[6-(methanesulfonyl)-2-methylpyrido[3,4-d]pyrimidin-4-yl]amino}ethyl]phenyl}-2-methylpent-3-yn-2-ol FC([C@@](C#CC)(O)C)(C1=C(C(=CC=C1)[C@@H](C)NC=1C2=C(N=C(N1)C)C=NC(=C2)S(=O)(=O)C)F)F |o1:2|